ClC=1C=C(C=CC1OC(F)(F)F)[C@@H](NC(=O)[C@H]1NC(NC1)=O)C1=NC=C(C=C1)OC(F)(F)F |o1:12| (S)-N-((R or S)-(3-chloro-4-(trifluoromethoxy)phenyl)(5-(trifluoromethoxy)pyridin-2-yl)methyl)-2-oxoimidazolidine-4-carboxamide